2-(2-(cyclohept-1-en-1-yl)-5-ethyl-7-oxo-6-(piperazin-1-yl)-[1,2,4]triazolo[1,5-a]pyrimidin-4(7H)-yl)-N-(2-methyl-4-(trifluoromethyl)phenyl)acetamide C1(=CCCCCC1)C1=NN2C(N(C(=C(C2=O)N2CCNCC2)CC)CC(=O)NC2=C(C=C(C=C2)C(F)(F)F)C)=N1